NC=1N(C2=CC(=CC=C2C1SC=1C=C(C(=O)O)C=CC1)Cl)C=1C=NN(C1)CC 3-((2-amino-6-chloro-1-(1-ethyl-1H-pyrazol-4-yl)-1H-indol-3-yl)thio)benzoic acid